N-[3-[6-(hydroxymethyl)-2-quinolinyl]oxetan-3-yl]-N,2-dimethyl-propane-2-sulfinamide OCC=1C=C2C=CC(=NC2=CC1)C1(COC1)N(S(=O)C(C)(C)C)C